ClC1=NC=CC=2C3=C(C=CC12)C=C(C=C3)C 4-Chloro-8-methylbenzo[f]isoquinoline